10-(4-(4,4,5,5-tetramethyl-1,3,2-dioxaborolan-2-yl)phenyl)-10H-phenothiazine CC1(OB(OC1(C)C)C1=CC=C(C=C1)N1C2=CC=CC=C2SC=2C=CC=CC12)C